carboxy-5-ureidoimidazoline C(=O)(O)N1C=NCC1NC(=O)N